C1(CC1)C1=CC(=NC=C1C)C(=O)NC1=CC(=CC=C1)[C@H](C)SC1=NN=CN1C (S)-4-cyclopropyl-5-methyl-N-(3-(1-((4-methyl-4H-1,2,4-triazol-3-yl)thio)ethyl)phenyl)picolinamide